1-(t-butylperoxy)cyclododecane C(C)(C)(C)OOC1CCCCCCCCCCC1